(1S,2S)-N-(2-amino-6-methylpyridin-4-yl)-2-(4-methylpyrimidin-2-yl)cyclopropane-1-carboxamide NC1=NC(=CC(=C1)NC(=O)[C@@H]1[C@H](C1)C1=NC=CC(=N1)C)C